C(C)(C)(C)OC(=O)N1CC(C1)OCC(=O)OCC 3-(2-ethoxy-2-oxoethoxy)azetidine-1-carboxylic acid tert-butyl ester